(3R,4R,4aR,6aR,6bS,8aR,12aR,14aR,14bR)-3-hydroxy-4,6a,6b,8a,11,11,14b-heptamethyl-1,2,3,4a,5,6,7,8,9,10,12,12a,14,14a-tetradecahydropicene-4-carboxylic acid O[C@@H]1CC[C@@]2([C@H]3CC=C4[C@@H]5CC(CC[C@@]5(CC[C@]4([C@@]3(CC[C@H]2[C@]1(C(=O)O)C)C)C)C)(C)C)C